ClC1=C(C(=CC=C1)F)N1C=2N(C3=C(C1=O)C=NC(=N3)NC3=CC=C(C=C3)N3C[C@@H](N([C@@H](C3)C)C)C)CCN2 6-(2-Chloro-6-fluorophenyl)-2-((4-((3S,5R)-3,4,5-trimethylpiperazin-1-yl)phenyl)amino)-8,9-dihydroimidazo[1,2-a]pyrimido[5,4-e]pyrimidin-5(6H)-one